Cl.CC1=NC=2C=CC=C(C2C=C1)NC1CCNCC1 methyl-N-(piperidin-4-yl)quinolin-5-amine hydrochloride